Tert-Butyl 4-{2-[(4-{[6-(5-Chloro-2-Fluorophenyl)-3-Methylpyridazin-4-Yl]Amino}Pyridin-2-Yl)Carbamoyl]Ethyl}Piperazine-1-Carboxylate ClC=1C=CC(=C(C1)C1=CC(=C(N=N1)C)NC1=CC(=NC=C1)NC(=O)CCN1CCN(CC1)C(=O)OC(C)(C)C)F